C(C)[C@@]1(OCC2=C1C=NC(=C2)C(=O)NC2C(N(C=1N(CC2)N=C(C1)C1=CC=CC=C1)C)=O)C (3S)-3-Ethyl-3-methyl-N-(4-methyl-5-oxo-2-phenyl-5,6,7,8-tetrahydro-4H-pyrazolo[1,5-a][1,3]diazepin-6-yl)-1,3-dihydrofuro[3,4-c]pyridin-6-carboxamid